7-(5-Chloro-6-oxo-1-(tetrahydro-2H-pyran-2-yl)-1,6-dihydropyridazin-4-yl)-3-(4-fluoro-2-(Trifluoromethyl)benzyl)-N-methyl-5,6,7,8-tetrahydroimidazo[1,2-a]pyrazine-2-carboxamide ClC1=C(C=NN(C1=O)C1OCCCC1)N1CC=2N(CC1)C(=C(N2)C(=O)NC)CC2=C(C=C(C=C2)F)C(F)(F)F